3-chromanol O1CC(CC2=CC=CC=C12)O